FC=1C=C(CCN(C=2SC3=C(N2)C(=C(C=C3F)F)F)CC3=CC=C(C=C3)/C=C/C(=O)O)C=CC1OC (E)-3-(4-(((3-fluoro-4-methoxyphenethyl)(4,5,7-trifluorobenzo[d]-thiazol-2-yl)amino)methyl)phenyl)acrylic acid